C[C@@]1(C(N(C2=CC=CC=C12)CC(=C)C)=O)CC(=O)O (R)-2-(3-methyl-1-(2-methylallyl)-2-oxoindol-3-yl)acetic acid